(5-methyl-2-oxo-1,3-dioxol-4-yl)methyl (5-(trifluoro methoxy)benzo[d]thiazol-2-yl)carbamate FC(OC=1C=CC2=C(N=C(S2)NC(OCC=2OC(OC2C)=O)=O)C1)(F)F